C1(CC1)S(=O)(=O)NC=1SC=C(N1)C(C(=O)NC1=NC=C(C=C1)C1=NC(=CN=C1)OCC)OC 2-(2-(cyclopropanesulfonylamino)thiazol-4-yl)-N-(5-(6-ethoxypyrazin-2-yl)pyridin-2-yl)-2-methoxyacetamide